2-((3-(1-(4-bromophenyl)cyclopropyl)-1,2,4-oxadiazol-5-yl)methyl)acrylic acid BrC1=CC=C(C=C1)C1(CC1)C1=NOC(=N1)CC(C(=O)O)=C